3-(3,8-Diazabicyclo[3.2.1]oct-3-ylmethyl)-2-(6-isopropylpyridin-3-yl)imidazo[1,2-a]pyridin-Dihydrochlorid Cl.Cl.C12CN(CC(CC1)N2)CC2=C(N=C1N2C=CC=C1)C=1C=NC(=CC1)C(C)C